1-[3-(1-Hydroxyethyl)-6-[6-[(6-methylpyridazin-3-yl)amino]imidazo[4,5-c]pyridin-3-yl]-2-pyridinyl]-5-methyl-pyrazole-3-carbonitrile OC(C)C=1C(=NC(=CC1)N1C=NC2=C1C=NC(=C2)NC=2N=NC(=CC2)C)N2N=C(C=C2C)C#N